2,6-diaminohexane NC(C)CCCCN